ClC=1C(=NC(=NC1)F)NC=1C=CC2=C(N(C(N2C)=O)CCC(=O)NC)C1 3-(6-((5-chloro-2-fluoropyrimidin-4-yl)amino)-3-methyl-2-oxo-2,3-dihydro-1H-benzo[d]imidazole-1-yl)-N-methylpropanamide